N-(4-(6-fluoro-3,4-dihydroisoquinolin-2(1H)-yl)-2-((2-fluoroethyl)thio)-6-methylphenyl)-3,3-dimethylbutyramide FC=1C=C2CCN(CC2=CC1)C1=CC(=C(C(=C1)C)NC(CC(C)(C)C)=O)SCCF